N-(8,9-difluoro-6-oxo-1,4,5,6-tetrahydro-2H-pyrano[3,4-c]isoquinolin-1-yl)-4-fluoro-N-methylbicyclo[4.2.0]octa-1(6),2,4-triene-7-carboxamide FC=1C(=CC=2C3=C(NC(C2C1)=O)COCC3N(C(=O)C3C=1C=C(C=CC1C3)F)C)F